COC1=C(C=C2N(C3CCCCC3=CC2=C1)C1CCN(CC1)C)OCCCN1CCCC1 7-methoxy-N-(1-methylpiperidin-4-yl)-6-[3-(pyrrolidin-1-yl)propoxy]-1,2,3,4-tetrahydroacridin